(2R,4R)-1-(benzyloxycarbonyl)-4-ethoxypyrrolidine-2-carboxylic acid C(C1=CC=CC=C1)OC(=O)N1[C@H](C[C@H](C1)OCC)C(=O)O